BrC=1C=C2C(=CN1)N(N=C2C2N(CCOC2)C2=NC=CC=C2)COCC[Si](C)(C)C 5-bromo-1-((2-(trimethylsilyl)ethoxy)methyl)-1H-pyrazolo[3,4-c]pyridin-3-ylpyridin-2-ylmorpholine